R-valine N[C@H](C(C)C)C(=O)O